N-(3,4-Difluorobenzyl)-2-((E)-3-{3-[1-[4-(2-methoxy-ethylcarbamoyl)-3,5-dimethyl-1H-pyrrol-2-yl]-meth-(Z)-ylidene]-2-oxo-2,3-dihydro-1H-indol-6-yl}-allylamino)-nicotinamide FC=1C=C(CNC(C2=C(N=CC=C2)NC\C=C\C2=CC=C3/C(/C(NC3=C2)=O)=C/C=2NC(=C(C2C)C(NCCOC)=O)C)=O)C=CC1F